trivaleryloxyboron Ammonium hydride [H-].[NH4+].C(CCCC)(=O)OB(OC(CCCC)=O)OC(CCCC)=O